tert-butyl (2S,3R)-2-({3-[(3-chloro-6-fluoropyridin-2-yl)oxy]-2-fluorophenyl}methyl)-4,4-difluoro-3-[(methanesulfonyl)amino]pyrrolidine-1-carboxylate ClC=1C(=NC(=CC1)F)OC=1C(=C(C=CC1)C[C@@H]1N(CC([C@@H]1NS(=O)(=O)C)(F)F)C(=O)OC(C)(C)C)F